ClC1=CC=C2C(=CNC2=C1C)\C=C\1/NC(N(C1=O)C(C(=O)NCCO)C1=CC=C(C=C1)C#N)=O (Z)-2-(4-((6-chloro-7-methyl-1H-indol-3-yl)methylene)-2,5-dioxoimidazolidin-1-yl)-2-(4-cyanophenyl)-N-(2-hydroxyethyl)acetamide